1-n-butylguanidine C(CCC)NC(=N)N